(2S,4S)-4-benzyloxy-N-(3-chloro-4-fluoro-phenyl)-1-[3-cyano-6-methyl-4-(trifluoromethyl)-2-pyridinyl]-N-methylpyrrolidine-2-carboxamide C(C1=CC=CC=C1)O[C@H]1C[C@H](N(C1)C1=NC(=CC(=C1C#N)C(F)(F)F)C)C(=O)N(C)C1=CC(=C(C=C1)F)Cl